OC(CN1C(COCC1)(C)C)C N-(2-hydroxypropyl)-dimethylmorpholine